(3R)-3-(4-Chlorophenyl)-2-[(5-chloropyridin-2-yl)methyl]-6-[2-hydroxy-1-(4-methyl-3-oxopiperazin-1-yl)propan-2-yl]-3-methoxy-2,3-dihydro-1H-isoindol-1-on ClC1=CC=C(C=C1)[C@@]1(N(C(C2=CC(=CC=C12)C(CN1CC(N(CC1)C)=O)(C)O)=O)CC1=NC=C(C=C1)Cl)OC